[Al].[Ti].[Co].[Mo].[W].[C] carbon tungsten molybdenum cobalt titanium aluminum